Ethyl-1-(8-cyano-2-carbonyl-1,2-dihydrobenzo[cd]indol-6-yl)-5-(trifluoromethyl)-1H-pyrazole C(C)C1=NN(C(=C1)C(F)(F)F)C=1C=2C3=C(C(NC3=C(C1)C#N)=C=O)C=CC2